ClC1=C2CCN([C@@H](C2=C(C=C1)OCC1=CC=C2C(=N1)N(C=N2)C)CN2C(CCC2)=O)C(=O)C2CCCCC2 (1S,2R)-2-((S)-5-Chloro-8-((3-methyl-3H-imidazo[4,5-b]pyridin-5-yl)methoxy)-1-((2-oxopyrrolidin-1-yl)methyl)-1,2,3,4-tetrahydroisochinolin-2-carbonyl)cyclohexan